tert-Butyl N-[3-cyano-7-fluoro-4-[5-fluoro-3-[[(3S)-4-methylmorpholin-3-yl]methoxy]-7,9-dihydrofuro[3,4-f]quinazolin-6-yl]thieno[3,2-c]pyridin-2-yl]carbamate C(#N)C1=C(SC2=C1C(=NC=C2F)C=2C1=C(C=3C=NC(=NC3C2F)OC[C@H]2N(CCOC2)C)COC1)NC(OC(C)(C)C)=O